CN(CCOC=1OC(=C(N1)C(=O)NC1=CC(=C(C=C1)C)NC1=NC=CC=C1C1=C2N=CN(C2=NC=N1)C1OCCCC1)C1=CC=C(C=C1)F)C 2-[2-(dimethyl-amino)ethoxy]-5-(4-fluorophenyl)-N-[4-methyl-3-[[3-(9-tetrahydropyran-2-ylpurin-6-yl)-2-pyridyl]-amino]phenyl]oxazole-4-carboxamide